C1(=CC=CC=C1)[Si](O[Si](C=C)(C1=CC=CC=C1)C1=CC=CC=C1)(C=C)C1=CC=CC=C1 1,1,3,3-tetraphenyl-1,3-divinyldisiloxane